C(C)(C)(C)OC(=O)N1CCN(CC1)C1=CC(=C(C=C1)[N+](=O)[O-])C 4-(3-methyl-4-nitrophenyl)piperazine-1-carboxylic acid tert-butyl ester